N1=CN=C2N=CNC2=C1.P(=O)(O)(O)O phosphate-Purine